Tert-butyl (2R)-4-[3-cyano-2-(2-furyl)pyrazolo[1,5-a]pyrimidin-5-yl]-2-methyl-piperazine-1-carboxylate C(#N)C=1C(=NN2C1N=C(C=C2)N2C[C@H](N(CC2)C(=O)OC(C)(C)C)C)C=2OC=CC2